ClC1=CC=C(C=C1)S(=O)(=O)NC1=CC=C(C=C1)C=1C2=C(N=C(N1)NC(=O)C1CC1)NC=C2 N-(4-(4-((4-chlorophenyl)sulfonamido)phenyl)-7H-pyrrolo[2,3-d]pyrimidin-2-yl)cyclopropylcarboxamide